3-Methyl-5-(3-phenylpropylamino)benzofuran-2-carboxylic acid CC1=C(OC2=C1C=C(C=C2)NCCCC2=CC=CC=C2)C(=O)O